(S)-4-(5-(4-((1-(7-amino-2-(furan-2-yl)-[1,2,4]triazolo[1,5-a][1,3,5]triazin-5-yl)piperidin-3-yl)methyl)piperazin-1-yl)-2,4-difluorophenoxy)butanoic acid hydrochloride Cl.NC1=NC(=NC=2N1N=C(N2)C=2OC=CC2)N2C[C@@H](CCC2)CN2CCN(CC2)C=2C(=CC(=C(OCCCC(=O)O)C2)F)F